BrC1=CC(=C(C=C1)C1=CC(NN1)=O)OC 5-(4-Bromo-2-methoxyphenyl)-1,2-dihydro-3H-pyrazol-3-one